2-[(2-methoxy-4-nitrophenyl)diazenyl]-N-(2-methoxyphenyl)-3-oxobutanamide COC1=C(C=CC(=C1)[N+](=O)[O-])N=NC(C(=O)NC1=C(C=CC=C1)OC)C(C)=O